4-Chloro-8-(4-methylpent-2-yl)quinoline-3-carboxylic acid ethyl ester C(C)OC(=O)C=1C=NC2=C(C=CC=C2C1Cl)C(C)CC(C)C